C(C1=CC=CC=C1)OC1=C(C=C(C=C1)CBr)[N+](=O)[O-] 1-(Benzyloxy)-4-(bromomethyl)-2-nitrobenzene